C1(C(C=CC=C1)C)(C)S(=O)(=O)O.OCCOCCOC1=C(C=CC=C1)OCCOCCO 1,2-bis(5-hydroxy-3-oxa-1-pentyloxy)benzene xylenesulfonate